2-(chroman-2-yl)propan-2-amine O1C(CCC2=CC=CC=C12)C(C)(C)N